4-chloro-2,5-difluoro-3,6-diiodobenzene ClC1=C(C(=CC(=C1F)I)F)I